C[C@@H]1CCNC(OCCC2=NC=C(C3=NNC4=CC=C(O1)C=C34)S2)=O (13R)-13-methyl-8,14-dioxa-23-thia-4,10,19,20-tetraazatetracyclo[13.5.2.12,5.018,21]tricosa-1(20),2,4,15,17,21-hexaen-9-one